2-((5-acrylamido-4-((3ar,6as)-hexahydropyrrolo[3,4-c]pyrrol-2(1H)-yl)-2-methoxyphenyl)amino)-4-(1-cyclopropyl-1H-indol-3-yl)pyrimidine-5-carboxylic acid isopropyl ester C(C)(C)OC(=O)C=1C(=NC(=NC1)NC1=C(C=C(C(=C1)NC(C=C)=O)N1C[C@@H]2CNC[C@@H]2C1)OC)C1=CN(C2=CC=CC=C12)C1CC1